ClC=1C(=NC(=NC1)NC1=NC=C(C=C1)N1CCN(CC1)C)NC1=C(C=CC=C1)C(C)C 5-chloro-N4-(2-isopropylphenyl)-N2-(5-(4-methylpiperazin-1-yl)pyridin-2-yl)pyrimidine-2,4-diamine